CN([C@@H](COC)C(=O)OC(C)(C)C)C1=CC=C2C(=CC(OC2=C1)=O)C1=C(C=CC=C1)C tert-butyl N,O-dimethyl-N-(2-oxo-4-(o-tolyl)-2H-chromen-7-yl)serinate